C(#N)C1=CC=C(CCNC2=CN=C(N(C2=O)CC(=O)OC(C)(C)C)C2=CC=CC=C2)C=C1 tert-butyl 2-(5-((4-cyanophenethyl)amino)-6-oxo-2-phenylpyrimidin-1(6H)-yl)acetate